4-Ethoxybenzo[d]isoxazol-3-amine C(C)OC1=CC=CC2=C1C(=NO2)N